C1OC2=CC=CC=C2OC1 2-ethylenedioxybenzene